Butyl (2-((5-bromo-3-(methylsulfonamido)pyridin-2-yl)oxy)ethyl)(isopropyl)carbamate BrC=1C=C(C(=NC1)OCCN(C(OCCCC)=O)C(C)C)NS(=O)(=O)C